O1C(OCC1)C=1C(=C(C=CC1)B1OC(C(O1)(C)C)(C)C)OCC1=CC=C(C=C1)OC 2-(3-(1,3-dioxolan-2-yl)-2-((4-methoxybenzyl)oxy)phenyl)-4,4,5,5-tetramethyl-1,3,2-dioxaborolane